C(C1=CC=CC=C1)N(CCOC(C(=O)OC)(F)F)CC1=CC=CC=C1 methyl 2-[2-(dibenzylamino) ethoxy]-2,2-difluoro-acetate